FC=1C=C(C=C(C1OC1=CC=NC2=CC(=C(C=C12)OC(C)C)OC)F)NC(C1=CN=CC=C1OC)=O N-(3,5-difluoro-4-((6-isopropoxy-7-methoxyquinolin-4-yl)oxy)phenyl)-4-methoxynicotinamide